C(#N)C1=C[C@@]2([C@H](CCC=3C(=NC(=NC23)C2=CC(=NC=C2)C)OC)[C@H](C1=O)C)C (6aR,7R,10aS)-9-cyano-4-methoxy-7,10a-dimethyl-2-(2-methylpyridin-4-yl)-5,6a,7,10a-tetrahydrobenzo[H]quinazolin-8(6H)-one